5-(3-thienyl)-4-(3-pyrrolidinyl)-3-hydroxyisothiazole hydrobromide Br.S1C=C(C=C1)C1=C(C(=NS1)O)C1CNCC1